C1(=CC=CC=C1)C1NS(NC=C1C(=O)N)(=O)=O 3-phenyl-3,6-dihydro-2H-1,2,6-thiadiazine-4-carboxamide 1,1-dioxide